ClC1=NC=CC=C1 ortho-chloropyridine